5-(((3-((3-amino-5-(4-amino-4-methylpiperidin-1-yl)pyrazin-2-yl)thio)-2-chlorophenyl)amino)methyl)-2-(2,6-dioxopiperidin-3-yl)-6-fluoroisoindoline-1,3-dione NC=1C(=NC=C(N1)N1CCC(CC1)(C)N)SC=1C(=C(C=CC1)NCC=1C=C2C(N(C(C2=CC1F)=O)C1C(NC(CC1)=O)=O)=O)Cl